2,4-difluoro-N-(2-methoxy-5-(4-(piperazin-1-yl)pyrido[3,2-d]pyrimidine-6-yl)pyridin-3-yl)benzenesulfonamide trifluoroacetate FC(C(=O)O)(F)F.FC1=C(C=CC(=C1)F)S(=O)(=O)NC=1C(=NC=C(C1)C=1C=CC=2N=CN=C(C2N1)N1CCNCC1)OC